(3S)-3-(4-Chloro-1-methyl-1H-benzotriazol-5-yl)-3-(7-{[(2R,5S)-2-ethyl-5-methyl-2,3-dihydropyrido[2,3-f][1,4]oxazepin-4(5H)-yl]methyl}-1-benzothiophen-5-yl)propanoic acid ClC1=C(C=CC=2N(N=NC21)C)[C@@H](CC(=O)O)C=2C=C(C1=C(C=CS1)C2)CN2C[C@H](OC1=C([C@@H]2C)N=CC=C1)CC